C(C#C)OC[C@H](N)C(=O)O O-propargylserine